dimethyl-bis(chloroethyl)silane C[Si](CCCl)(CCCl)C